BrC1=CC=C(C=C1)N1C(N(CCC1)C=1SC(=C(N1)C(F)(F)F)S(=O)(=O)N)=O 2-(3-(4-bromophenyl)-2-oxotetrahydropyrimidin-1(2H)-yl)-4-(trifluoromethyl)thiazole-5-sulfonamide